1-(13Z,16Z-docosadienoyl)-2-tridecanoyl-glycero-3-phospho-(1'-sn-glycerol) CCCCCCCCCCCCC(=O)O[C@H](COC(=O)CCCCCCCCCCC/C=C\C/C=C\CCCCC)COP(=O)(O)OC[C@H](CO)O